NC1=C(C=2C(=NC(=C(C2)N2C[C@H](CC2)F)C)N1C1=C(C(=CC=C1C)OCC1=CC=C(C=C1)OC)C)C#N (S)-2-Amino-5-(3-fluoropyrrolidin-1-yl)-1-(3-((4-methoxybenzyl)oxy)-2,6-dimethylphenyl)-6-methyl-1H-pyrrolo[2,3-b]pyridine-3-carbonitrile